(Z)-1-bromotetradecene Br\C=C/CCCCCCCCCCCC